n-propyl (3-fluoropropyl) carbonate C(OCCC)(OCCCF)=O